tert-butyl 6-(4-fluoro-3-methoxy-phenyl)-3-methyl-3,4-dihydro-2H-pyridine-1-carboxylate FC1=C(C=C(C=C1)C1=CCC(CN1C(=O)OC(C)(C)C)C)OC